[Cu].[Al].[Ag] silver-aluminum-copper